C(C)(=O)OC1C2CN(CC12C)C=1C2=C(N=C(N1)Cl)C(CC2)(F)F 3-(2-chloro-7,7-difluoro-6,7-dihydro-5H-cyclopenta[d]pyrimidin-4-yl)-1-methyl-3-azabicyclo[3.1.0]hex-6-yl acetate